[N+](=O)([O-])C1=CC=C(C=C1)S(=O)(=O)N[C@H](C(=O)OCC)CC=C (S)-Ethyl 2-(4-nitrophenylsulfonamido)pent-4-enoate